C(CC)N(C(OCCOC(N(CCC)CCC)=S)=S)CCC ethylene bis(dipropylthiocarbamate)